C(C(=C)C)(=O)O.CC1=C(C=C(C=C1)Br)OC(C)=O methyl-2-acetoxy(4-bromobenzene) methacrylate